F[C@H]1CN(CC[C@@H]1C1=C2N=CC=NC2=C(C=C1)C(NC=1C=C(C=2N(C1)C=C(N2)C)F)=O)C(=O)OC(C)(C)C tert-butyl (3R,4R)-3-fluoro-4-[8-[(8-fluoro-2-methyl-imidazo[1,2-a]pyridin-6-yl)carbamoyl]-quinoxalin-5-yl]piperidine-1-carboxylate